C(C)OC(=O)C=1C(=NC2=CC(=CN=C2C1N[C@@](CO[Si](C)(C)C(C)(C)C)(CCCC)C)Br)NCC1=C(C=C(C=C1)OC)OC (R)-7-bromo-4-((1-((tert-butyldimethylsilyl)oxy)-2-methylhex-2-yl)amino)-2-((2,4-dimethoxybenzyl)amino)-1,5-naphthyridine-3-carboxylic acid ethyl ester